6-chloro-2-((cis)-2,6-dimethylmorpholino)-4-methylpyridin-3-amine ClC1=CC(=C(C(=N1)N1C[C@@H](O[C@@H](C1)C)C)N)C